C1(CCCCC1)COC1=CC2=COC=C2C=C1 5-(cyclohexylmethoxy)isobenzofuran